(E)-3-cyano-N-ethyl-N-isopropoxy-prop-2-enamide C(#N)/C=C/C(=O)N(OC(C)C)CC